FC1=C2C=NNC2=CC(=C1)C=O 4-Fluoro-1H-indazole-6-carbaldehyde